tert-butyl 4-(((3R,4R)-1-(1,3-difluoropropan-2-yl)-3-(1-methyl-1H-pyrazol-4-yl)piperidin-4-yl)methyl)-5,7-dimethyl-1H-indole-1-carboxylate FCC(CF)N1C[C@H]([C@@H](CC1)CC1=C2C=CN(C2=C(C=C1C)C)C(=O)OC(C)(C)C)C=1C=NN(C1)C